butyl (2-(2-((2-nitrophenyl)amino)ethoxy)ethyl)carbamate [N+](=O)([O-])C1=C(C=CC=C1)NCCOCCNC(OCCCC)=O